2-(5-(indoline-1-sulfonyl)-2-methoxyphenyl)-2-isobutyl-4-methylpentanenitrile N1(CCC2=CC=CC=C12)S(=O)(=O)C=1C=CC(=C(C1)C(C#N)(CC(C)C)CC(C)C)OC